ClC1=C(C=C(C=2C(=C3N(C12)CCN(C3)C=3SC(=NN3)C)I)OCC#N)Cl 2-[[6,7-Dichloro-10-iodo-2-(5-methyl-1,3,4-thiadiazol-2-yl)-3,4-dihydro-1H-pyrazino[1,2-a]indol-9-yl]oxy]acetonitrile